ClC=1N=C(C=2N=C(N(C(C2N1)=O)C)C)C1=CCC(CC1)C 6-chloro-2,3-dimethyl-8-(4-methylcyclohex-1-en-1-yl)pyrimido[5,4-d]pyrimidin-4(3H)-one